3-(4-chloro-1H-pyrazolo[4,3-c]pyridin-3-yl)-5-cyclopropyl-isoxazole ClC1=NC=CC2=C1C(=NN2)C2=NOC(=C2)C2CC2